[2-fluoro-4-(1,1,2,2,3,3,3-heptafluoropropyl)-6-hydroxyphenyl]-2-[1-(2-hydroxyethyl)tetrazol-5-yl]sulfanyl-5-nitro-benzamide FC1=C(C(=CC(=C1)C(C(C(F)(F)F)(F)F)(F)F)O)C=1C(=C(C(=O)N)C=C(C1)[N+](=O)[O-])SC1=NN=NN1CCO